ClC1=CC=C(C(=O)N[C@@H](C(=O)N[C@@H](CCCC2=CC=CC=C2)B(O)O)COC)C=C1 ((R)-1-((R)-2-(4-chlorobenzamido)-3-methoxypropanamido)-4-phenylbutyl)boronic acid